3-Methoxy-4-(8,9,10,11-tetrahydro-3H-naphtho[1,2-e]indazol-7-yl)benzoic acid COC=1C=C(C(=O)O)C=CC1C1=CC2=C(C=3C=NNC3C=C2)C=2CCCCC12